3-((5-fluoro-4-(methylamino)pyrimidin-2-yl)oxy)pyrrolidin FC=1C(=NC(=NC1)OC1CNCC1)NC